N-benzyl-N-(8-((tert-butyldimethylsilyl)oxy)-2-hydroxyoctyl)-2-chloropropanamide C(C1=CC=CC=C1)N(C(C(C)Cl)=O)CC(CCCCCCO[Si](C)(C)C(C)(C)C)O